COC1=CC=C(C=C1)CN(C1=CC=C(C=N1)C(CO)(C)C)CC1=CC=C(C=C1)OC 2-[6-[bis[(4-methoxyphenyl)methyl]amino]-3-pyridyl]-2-methyl-propan-1-ol